(S)-N-(2-(2-(4-(2-(4-(4-chlorophenyl)-2,3,9-trimethyl-6H-thieno[3,2-f][1,2,4]triazolo[4,3-a][1,4]diazepin-6-yl)acetamido)phenoxy)ethoxy)ethyl)-3-(2-oxoindolin-5-yl)benzamide ClC1=CC=C(C=C1)C1=N[C@H](C=2N(C3=C1C(=C(S3)C)C)C(=NN2)C)CC(=O)NC2=CC=C(OCCOCCNC(C3=CC(=CC=C3)C=3C=C1CC(NC1=CC3)=O)=O)C=C2